CC(C(=O)[O-])(C=C)C 2,2-dimethylbut-3-enoate